lithium 1-[(3R)-3-(3-chlorophenoxy) pyrrolidin-1-yl] cyclopropane-1-carboxylate C1(CC1)C(=O)ON1C[C@@H](CC1)OC1=CC(=CC=C1)Cl.[Li]